C1(CC1)C=1N=NN(C1)[C@H](C(=O)N1[C@@H](C[C@H](C1)O)C(=O)NCC(=O)N1C(CCC1)C(NC)=O)C(C)(C)C (2S,4R)-1-[(2S)-2-(4-cyclopropyltriazol-1-yl)-3,3-dimethyl-butanoyl]-4-hydroxy-N-[2-[2-(methylcarbamoyl)pyrrolidin-1-yl]-2-oxo-ethyl]pyrrolidine-2-carboxamide